CC1=C(C(NC(=C1)C)=O)CNC(=O)C=1C(=C(N2C=CC=C2C1)C(C)OCC1=CSC=C1)C N-((4,6-dimethyl-2-oxo-1,2-dihydropyridin-3-yl)methyl)-6-methyl-5-(1-(thien-3-ylmethoxy)ethyl)indolizine-7-carboxamide